C(C1=CC=CC=C1)OC1=C(C=CC=C1C(C)C1CC1)C(C(=O)N(C)OC)C 2-(2-(benzyloxy)-3-(1-cyclopropylethyl)phenyl)-N-methoxy-N-methylpropionamide